NC1=CC=C(C=C1)C1=NC(=C2C(=N1)NN=C2C)NC2CN(C2)C(C)C 6-(4-aminophenyl)-N-(1-isopropylazetidin-3-yl)-3-methyl-1H-pyrazolo[3,4-d]pyrimidin-4-amine